NC=1N=NN(C1)CCCCCCCCCC[Si](OCC)(OCC)OCC 4-Amino-1-[10-(triethoxysilyl)decyl]-1,2,3-triazole